C(C(C(C(C(C(C(C(F)(F)F)(F)F)(F)F)(F)F)(F)F)(F)F)(F)F)O pentadecafluoro-1-octanol